Racemic-tert-butyl ((4-((2-methoxyquinolin-3-yl)methyl)benzyl)(methyl)(oxo)-λ6-sulfaneylidene)carbamate COC1=NC2=CC=CC=C2C=C1CC1=CC=C(C[S@](=O)(C)=NC(OC(C)(C)C)=O)C=C1 |r|